3-(5-(1,3,4-oxadiazol-2-yl)pyridin-3-yl)-4-(trifluoromethoxy)phenyl cyclohexylcarbamate C1(CCCCC1)NC(OC1=CC(=C(C=C1)OC(F)(F)F)C=1C=NC=C(C1)C=1OC=NN1)=O